7-[1-(2,2-difluoroethyl)-1H-pyrazolo[3,4-b]pyrazin-6-yl]-2-[5-(trifluoromethyl)pyridin-3-yl]-2,7-diazaspiro[4.4]nonan-1-one FC(CN1N=CC=2C1=NC(=CN2)N2CC1(CCN(C1=O)C=1C=NC=C(C1)C(F)(F)F)CC2)F